2-chloro-4-[[(2-fluoropyridin-3-yl)methyl]amino]pyrimidin-5-carboxamide ClC1=NC=C(C(=N1)NCC=1C(=NC=CC1)F)C(=O)N